ClCC(=O)NC1(C(CCCC1)=O)C1=C(C(=CC=C1)Cl)Cl 2-chloro-N-(1-(2,3-dichlorophenyl)-2-oxocyclohexyl)acetamide